{2-Amino-4-[(2,4-dichlorophenylamino)methyl]phenyl}carbamic acid ethyl ester C(C)OC(NC1=C(C=C(C=C1)CNC1=C(C=C(C=C1)Cl)Cl)N)=O